7-(Thiophen-3-yl)naphtho[2,1-d]thiazole S1C=C(C=C1)C=1C=C2C=CC=3N=CSC3C2=CC1